6,7-dihydro-2H-pyrido[2,1-a]Isoquinolin-2-one C=1C(C=CN2C1C1=CC=CC=C1CC2)=O